CC1=CC=C(C=C1)NO N-(4-methylphenyl)hydroxylamine